CC(CC(=O)NC1=CC(=CC(=C1)NNC(C(CC)(C)C)=O)NC(CC(C)(C)C)=O)(C)C 1,3-bis(3,3-dimethylbutyrylamino)-5-(2,2-dimethyl-butyrylamino)aminobenzene